C(C)(C)(C)C1N(CCN(C1)C1=C(C=CC=C1)CCN)C(=O)O.C(C)(C)(C)OC(=O)N1CCN(CC1)C1=C(C=CC=C1)CCN 4-[2-(aminoethyl)phenyl]piperazine-1-carboxylic acid tert-butyl ester (tert-butyl-4-[2-(aminoethyl) phenyl] piperazine-1-carboxylate)